C(C(C)C)C1=CC(=C(S1)S(=O)(=O)N)C1=CC=C(C=C1)CN1C(N(C2(CC2)C1=O)C)=O 5-isobutyl-3-(4-((4-methyl-5,7-dioxo-4,6-diazaspiro[2.4]heptane-6-yl)methyl)phenyl)thiophene-2-sulfonamide